7-(4-{4-[4-({4-[4-(2,4-Dioxo-1,3-diazinan-1-yl)-1H-indol-1-yl]piperidin-1-yl}methyl)piperidin-1-yl]phenyl}piperidin-1-yl)-4-methyl-1H-indole-3-carbonitrile O=C1N(CCC(N1)=O)C1=C2C=CN(C2=CC=C1)C1CCN(CC1)CC1CCN(CC1)C1=CC=C(C=C1)C1CCN(CC1)C=1C=CC(=C2C(=CNC12)C#N)C